OCCCC[N-]CCO 4-hydroxy-N-(2-hydroxyethyl)butyl-amide